COCCOCCOCCOCCOCCOCCOCCO methoxyheptaethylene glycol